(1aR,5aR)-2-(2,4-Difluoro-phenyl)-1a,2,5,5a-tetrahydro-1H-2,3-diaza-cyclopropa[a]pentalene-4-carboxylic acid ((S)-2,2-dimethyl-1-methylcarbamoyl-propyl)-amide CC([C@@H](C(NC)=O)NC(=O)C=1C=2C[C@@H]3[C@H](C2N(N1)C1=C(C=C(C=C1)F)F)C3)(C)C